4,5-dicyano-2-methylimidazole lithium [Li].C(#N)C=1N=C(NC1C#N)C